N1CC(C1)CC#CC=1C=C2CN(C(C2=CC1)=O)C1C(NC(CC1)=O)=O 3-(5-(3-(azetidin-3-yl)prop-1-yn-1-yl)-1-oxoisoindol-2-yl)piperidine-2,6-dione